C(C)(C)(C)OC(=O)N1[C@@H](CN(CC1)C(=O)Cl)C (R)-4-(chlorocarbonyl)-2-methylpiperazine-1-carboxylic acid tert-butyl ester